(((1R,2R)-2-((benzyloxy)methyl)cyclopropyl)methoxy)(tert-butyl)diphenylsilane C(C1=CC=CC=C1)OC[C@H]1[C@@H](C1)CO[Si](C1=CC=CC=C1)(C1=CC=CC=C1)C(C)(C)C